4-(6,9-dioxo-5-(4-(trifluoromethyl)benzyl)-2-oxa-5,8-diazaspiro[3.5]-nonan-8-yl)-3-fluorobenzonitrile O=C1N(C2(COC2)C(N(C1)C1=C(C=C(C#N)C=C1)F)=O)CC1=CC=C(C=C1)C(F)(F)F